ethyl 7-bromo-1H-1,2,3-benzotriazole-5-carboxylate BrC1=CC(=CC2=C1NN=N2)C(=O)OCC